C(C)(C)(C)OC(=O)NC=1C(=C(C=C2C=C(N=CC12)NC=1C=C2C(OC(C2=CC1)=O)(C)C)C1=C(C2=C(OCCN2C(=O)[O-])N=C1)C)F 7-(8-((tert-butoxycarbonyl)amino)-3-((3,3-dimethyl-1-oxo-1,3-dihydroisobenzofuran-5-yl)amino)-7-Fluoroisoquinolin-6-yl)-8-methyl-2,3-dihydro-1H-pyrido[2,3-b][1,4]oxazine-1-carboxylate